iridium manganese [Mn].[Ir]